2-(tert-butyl)-2,7-naphthyridin-1(2H)-one C(C)(C)(C)N1C(C2=CN=CC=C2C=C1)=O